OC1=C(C(=C(C2=C1C=CO2)C(=O)O)C)C 4-hydroxy-5,6-dimethylbenzofuran-7-carboxylic acid